tert-butyl 4-(1,1,2,2,3,3,4,4,4-nonafluorobutylsulfonyloxy)-2,3,6,7-tetrahydroazepine-1-carboxylate FC(C(C(C(F)(F)F)(F)F)(F)F)(F)S(=O)(=O)OC=1CCN(CCC1)C(=O)OC(C)(C)C